C(C1=CC=CC=C1)OC1=NC(=CC=C1C1=NN(C2=CC(=CC=C12)C=1CCN(CC1)[C@@H]1CC[C@H](CC1)CC(=O)OC(C)(C)C)C)OCC1=CC=CC=C1 trans-tert-butyl 2-(4-(4-(3-(2,6-bis(benzyloxy)pyridin-3-yl)-1-methyl-1H-indazol-6-yl)-3,6-dihydropyridin-1(2H)-yl)cyclohexyl)acetate